tert-Butyl N-(1-{[4-(trifluoromethyl)phenyl]carbamoyl}piperidin-4-yl)carbamate FC(C1=CC=C(C=C1)NC(=O)N1CCC(CC1)NC(OC(C)(C)C)=O)(F)F